n-butyl-1-methyl-2-oxo-1,2-dihydrobenzo[cd]indole-6-sulfonamide C(CCC)C1=CC=C2C3=C1C(N(C3=CC=C2S(=O)(=O)N)C)=O